C(CC)S(=O)(=O)[O-] propanesulphonate